C1(=CC=CC=C1)CC(=O)NC(C(=O)O)CC 2-(2-phenylacetamido)butanoic acid